2-((4-((2-di(t-butoxycarbonyl)amino-3-chloropyridin-4-yl)oxy)-3-fluorophenyl)amino)Nicotinic acid methyl ester COC(C1=C(N=CC=C1)NC1=CC(=C(C=C1)OC1=C(C(=NC=C1)N(C(=O)OC(C)(C)C)C(=O)OC(C)(C)C)Cl)F)=O